1,4,7,10-tetraazacyclododecaneN 5,6-dihydro-2H-pyran-3-yl-trifluoromethanesulfonate O1CC(=CCC1)OS(=O)(=O)C(F)(F)F.N1=CCNCCNCCNCC1